(3R)-1-[(1S)-1-(3,4-difluorophenyl)ethyl]-3-(2-isopropoxyphenyl)piperazine FC=1C=C(C=CC1F)[C@H](C)N1C[C@H](NCC1)C1=C(C=CC=C1)OC(C)C